BrC1=C2C=C(N(C2=CC=C1)CC(F)(F)F)I 4-bromo-2-iodo-1-(2,2,2-trifluoroethyl)indole